C(C=CC1=CC=CC=C1)S(=O)(=O)C1=NN(C=N1)S(=O)(=O)N(C)C 3-(cinnamyl-sulfonyl)-N,N-dimethyl-1H-1,2,4-triazole-1-sulfonamide